C1(CCCC1)C(N1C=C(C=2C1=NC=C(C2)C=2C(=NOC2C)C)C2=CC=C(C(=O)O)C=C2)C2=NC=CC=C2 4-(1-(cyclopentyl(pyridin-2-yl)methyl)-5-(3,5-dimethylisoxazol-4-yl)-1H-pyrrolo[2,3-b]pyridin-3-yl)benzoic acid